6-methyl-9,10-dioxo-9,10-dihydroanthracene-1-carbonitrile CC=1C=C2C(C=3C=CC=C(C3C(C2=CC1)=O)C#N)=O